C(C)C1=CC=C(CC2OCCO2)C=C1 2-(4-ethylbenzyl)-1,3-dioxolane